C(C)C(CN1C=[N+](C=C1)C1=CC=CC=C1)CCCC 1-(2-ethylhexyl)-3-phenylimidazolium